(E)-N-(2-morpholino-6-(pyridin-4-yloxy)-9H-purin-9-yl)-1-(m-tolyl)methanimine O1CCN(CC1)C1=NC(=C2N=CN(C2=N1)/N=C/C=1C=C(C=CC1)C)OC1=CC=NC=C1